ONC(=N)C=1C(=NC=CC1OC1CCN(CC1)C(=O)OC(C)(C)C)NC1=CC=C(C=C1)C(F)(F)F tert-butyl 4-[[3-(N-hydroxycarbamimidoyl)-2-[4-(trifluoromethyl)anilino]-4-pyridyl]oxy]piperidine-1-carboxylate